6-(9H-carbazol-9-yl)-9H-carbazol C1=CC=CC=2C3=CC=CC=C3N(C12)C=1C=C2C=3C=CC=CC3NC2=CC1